bis(diphenylphosphinomethylene)-1,1'-biphenyl C1(=CC=CC=C1)P(C1=CC=CC=C1)C=C1C=CC(C=C1)=C1C=CC(C=C1)=CP(C1=CC=CC=C1)C1=CC=CC=C1